2-((2-Hydroxyphenyl)amino)-N-methyl-N-(1,2,3,4-tetrahydronaphthalen-2-yl)-6-((2,4,4-trimethylpentan-2-yl)amino)pyrimidine-4-carboxamide OC1=C(C=CC=C1)NC1=NC(=CC(=N1)C(=O)N(C1CC2=CC=CC=C2CC1)C)NC(C)(CC(C)(C)C)C